COC(=O)C=1N=C(C=C2C1N(CC2)C(C)=O)OC 1-acetyl-5-methoxy-2,3-dihydro-1H-pyrrolo[2,3-c]pyridine-7-carboxylic acid methyl ester